2,2,6,6-Tetramethyl-4-benzoyloxypiperidin CC1(NC(CC(C1)OC(C1=CC=CC=C1)=O)(C)C)C